C(C1=CC=CC=C1)OC1(C2=NN=C(C3=C(C=C(C(N4CCC[C@H]4CC=CCC1)=N3)C(F)(F)F)NC(OC(C)(C)C)=O)O2)C(F)(F)F tert-Butyl N-[(12S)-6-benzyloxy-6,18-bis(trifluoromethyl)-22-oxa-3,4,16,21-tetrazatetracyclo[15.3.1.12,5.012,16]docosa-1(20),2,4,9,17(21),18-hexaen-20-yl]carbamate